CC(C(=O)C1=CC=C(C=C1)SOC)(C)N1CCOCC1 2-methyl-1-[4-(methoxythio)-phenyl]-2-morpholinopropan-1-one